C(C)(C)(C)OC(=O)N[C@H](C(=O)N1[C@@H](C[C@H](C1)OC1=NC2=CC(=CC=C2N=C1Cl)OC)C(=O)OC)C(C)(C)C Methyl (2S,4R)-1-((S)-2-((tert-butoxycarbonyl)amino)-3,3-dimethylbutanoyl)-4-((3-chloro-7-methoxyquinoxalin-2-yl)oxy)pyrrolidine-2-carboxylate